ammonium 6-{4-[(1-{[4-(propan-2-yl)phenyl]carbamoyl}-D-prolyl)amino]phenyl}pyridine-2-carboxylate CC(C)C1=CC=C(C=C1)NC(=O)N1[C@H](CCC1)C(=O)NC1=CC=C(C=C1)C1=CC=CC(=N1)C(=O)[O-].[NH4+]